CON=C(C(=O)NC)C(=CC)C (methoxyimino)-N,3-dimethylpent-3-enamide